NC1CN(CC1)C=1C=CC=2N=CN=C(C2N1)NC1=C(C(=C(C=C1)F)Cl)F 6-(3-Aminopyrrolidin-1-yl)-N-(3-chloro-2,4-difluorophenyl)pyrido[3,2-d]pyrimidin-4-amine